1-Methyl-3-propylimidazolium iodide [I-].CN1C=[N+](C=C1)CCC